C1(=CC=CC=C1)C1=NNC=C1 3-phenyl-1H-pyrazole